ClC1=CNC2=C(C=C(C(=C12)CN1[C@@H](CC2(CC(C2)(F)F)CC1)C1=CC=C(C(=O)O)C=C1)OC)C (S)-4-(7-((3-chloro-5-methoxy-7-methyl-1H-indol-4-yl)methyl)-2,2-difluoro-7-azaspiro[3.5]nonan-6-yl)benzoic acid